2-(aminomethyl)-6-methoxyaniline NCC1=C(N)C(=CC=C1)OC